1-{5-chloro-2-[(3R)-3,4-dimethylpiperazin-1-yl]pyrimidin-4-yl}-N-(2-{6-methylimidazo[1,2-a]pyridin-3-yl}propan-2-yl)azetidine-3-carboxamide ClC=1C(=NC(=NC1)N1C[C@H](N(CC1)C)C)N1CC(C1)C(=O)NC(C)(C)C1=CN=C2N1C=C(C=C2)C